N[C@@H](CC1=CNC2=CC=CC=C12)C(=O)O |r| DL-tryptophane